ClC=1C=CC(=C(C1)C(C)=O)OC 1-(5-chloro-2-methoxy-phenyl)-ethanone